N-(5-bromo-2-morpholinobenzyl)-N-methyl-1-(tetrahydrofuran-2-yl)methanamine BrC=1C=CC(=C(CN(CC2OCCC2)C)C1)N1CCOCC1